C(=O)(O)C1=CC=CC=2C#CCCC3=C(C21)C=CC=C3 carboxyl-dibenzocyclooctyne